indolyl-tryptamine N1C(=CC2=CC=CC=C12)NCCC1=CNC2=CC=CC=C12